3-{2'-chloro-4-fluoro-6'-hydroxy-5-methyl-[1,1'-biphenyl]-3-yl}propanoate ClC1=C(C(=CC=C1)O)C1=CC(=C(C(=C1)C)F)CCC(=O)[O-]